Methyl (S)-4-(1-(1-(4-(3-hydroxypropyl)benzyl)-6-(trifluoromethyl)-2,3-dihydro-1H-imidazo[1,2-b]pyrazole-7-carboxamido)ethyl)benzoate OCCCC1=CC=C(CN2CCN3N=C(C(=C32)C(=O)N[C@@H](C)C3=CC=C(C(=O)OC)C=C3)C(F)(F)F)C=C1